4-(2-(5-butylpicolinoyl)hydrazineyl)benzoic acid hydrogen chloride Cl.C(CCC)C=1C=CC(=NC1)C(=O)NNC1=CC=C(C(=O)O)C=C1